2-chlorobenzyl (1-methyl-4-(6-methyl-5-(methylsulfonamido) pyridin-2-yl)-1H-1,2,3-triazol-5-yl)carbamate CN1N=NC(=C1NC(OCC1=C(C=CC=C1)Cl)=O)C1=NC(=C(C=C1)NS(=O)(=O)C)C